(2-(2,6-dioxopiperidin-3-yl)-3-oxoisoindolin-5-yl)methyl (4-(2-hydroxypropan-2-yl)phenyl)carbamate OC(C)(C)C1=CC=C(C=C1)NC(OCC=1C=C2C(N(CC2=CC1)C1C(NC(CC1)=O)=O)=O)=O